CC=1C=C(C=CC1)C1=NC(=NC(=C1)C1=CC(=CC=C1)C)[Ir+]C1=NC(=CC(=N1)C1=CC(=CC=C1)C)C1=CC(=CC=C1)C bis[4,6-bis(3-methylphenyl)pyrimidinyl]iridium (III)